2-bromo-6-(4-(1-methoxypropan-2-yl)-4H-1,2,4-triazol-3-yl)pyridine BrC1=NC(=CC=C1)C1=NN=CN1C(COC)C